N,N-dimethyl-formylhydrazine ethyl-3-((5-bromo-2-cyanophenyl)amino)-3-oxopropanoate C(C)OC(CC(=O)NC1=C(C=CC(=C1)Br)C#N)=O.CN(NC=O)C